(3S,4S)-2-(3,5-dichlorophenyl)benzo[d]oxazole-6-carboxylic acid 4-hydroxy-1-methylpyrrolidin-3-yl ester O[C@@H]1[C@H](CN(C1)C)OC(=O)C1=CC2=C(N=C(O2)C2=CC(=CC(=C2)Cl)Cl)C=C1